FC(CC1=CC2=C(N=C(N=C2)SC)N(C1=O)C)F 6-(2,2-Difluoroethyl)-8-methyl-2-(methylthio)pyrido[2,3-d]pyrimidin-7(8H)-one